N1[C@@H](CCC1)C(=O)N1CCCC1 prolyl-(S)-pyrrolidine